(3,5-difluoro-4-(3-(1-methyl-1H-pyrazol-4-yl)-1H-pyrazolo[3,4-c]pyridin-5-yl)phenyl)-N-methylmethanamine FC=1C=C(C=C(C1C=1C=C2C(=CN1)NN=C2C=2C=NN(C2)C)F)CNC